1-[4-(2,3-Dimethylphenyl)piperazin-1-yl]-2-{(3bR,4aR)-3-[(3S)-3-(hydroxymethyl)pyrrolidin-1-carbonyl]-3b,4,4a,5-tetrahydro-1H-cyclopropa[3,4]cyclopenta[1,2-c]pyrazol-1-yl}ethan-1-on CC1=C(C=CC=C1C)N1CCN(CC1)C(CN1N=C(C2=C1C[C@@H]1[C@H]2C1)C(=O)N1C[C@H](CC1)CO)=O